1-p-toluenesulfonyl-4-(4-methoxyphenyl)-1,2,3-triazole CC1=CC=C(C=C1)S(=O)(=O)N1N=NC(=C1)C1=CC=C(C=C1)OC